CN(C)CC=1C(=C2C(C(=COC2=CC1OC)C1=CC=C(C=C1)OC)=O)O 6-[(Dimethylamino)methyl]-5-hydroxy-7-methoxy-3-(4-methoxyphenyl)-4H-chromen-4-one